C(C)(=O)OC1CC(CC(C1)C)(C)C 3,3,5-trimethyl-cyclohexyl acetate